Cl.ClC1=C(C=CC(=C1)F)C=1CCCC2=C(C1C1=C(C=C(C=C1)CC1CN(C1)CCCF)F)C=CC(=C2)C(=O)O 8-(2-chloro-4-fluorophenyl)-9-(2-fluoro-4-((1-(3-fluoropropyl)azetidin-3-yl)methyl)phenyl)-6,7-dihydro-5H-benzo[7]annulene-3-carboxylic acid hydrochloride